4-Chloro-7-(4-{4-[4-(1,3-dioxolan-2-yl)piperidine-1-carbonyl]phenyl}piperidin-1-yl)-1H-indole-3-carbonitrile ClC1=C2C(=CNC2=C(C=C1)N1CCC(CC1)C1=CC=C(C=C1)C(=O)N1CCC(CC1)C1OCCO1)C#N